C1(CC1)NC1=NC(C(=C2N1C=CC(=C2)C(F)(F)F)C2=C(C(=C(C=C2)F)O)F)=O (cyclopropylamino)-4-(2,4-difluoro-3-hydroxyphenyl)-6-(trifluoromethyl)-3H-pyrido[1,2-c]pyrimidin-3-one